2,5-dioxopyrrolidin-1-yl 4-acetylbenzoate C(C)(=O)C1=CC=C(C(=O)ON2C(CCC2=O)=O)C=C1